C(C)N1CC2(CC1)CCN(CC2)C=2C1=C(N=C(N2)C=2C=NNC2C)C=NC=C1 4-(2-ethyl-2,8-diazaspiro[4.5]decan-8-yl)-2-(5-methyl-1H-pyrazol-4-yl)pyrido[3,4-d]pyrimidine